ethyl 3-(aminomethyl)-5-(2,6-difluorobenzyl)-4,5-dihydroisoxazole-5-carboxylate hydrochloride Cl.NCC1=NOC(C1)(C(=O)OCC)CC1=C(C=CC=C1F)F